ClC1=CC=C(C=C1)C(N)C1=CC=C(C=C1)Cl bis(4-chlorophenyl)methanamine